(R)-3,5-difluoro-4-(((1-methoxypropan-2-yl)amino)methyl)benzonitrile FC=1C=C(C#N)C=C(C1CN[C@@H](COC)C)F